6-(2-amino-6-fluoro-5-(4-(4-isopropylpiperazin-1-yl)phenyl)pyridin-3-yl)-4-chloro-3-methylisoquinolin-1(2H)-one NC1=NC(=C(C=C1C=1C=C2C(=C(NC(C2=CC1)=O)C)Cl)C1=CC=C(C=C1)N1CCN(CC1)C(C)C)F